N-(3-buten-1-yl)-2-chloroacetamide C(CC=C)NC(CCl)=O